ClC1=CC=CN2C=C(C=C12)C(=O)N(C)[C@@H](C)C1=CNC(C2=C(C(=CC=C12)F)F)=O (S)-8-chloro-N-(1-(7,8-difluoro-1-oxo-1,2-dihydroisoquinolin-4-yl)ethyl)-N-methylindolizine-2-carboxamide